arginyl-L-valine N[C@@H](CCCNC(N)=N)C(=O)N[C@@H](C(C)C)C(=O)O